C(C)OC(=O)C=1SC2=C(C1)C=CC(=C2)N2CCC1(CN(C1)C(=O)OC(C)(C)C)CC2 tert-butyl 7-[2-(ethoxycarbonyl)-1-benzothiophen-6-yl]-2,7-diazaspiro[3.5]nonane-2-carboxylate